N12CC(C(CC1)CC2)N(C(O)=O)[C@H]2CCOC1=CC=C(C=C21)C2=C(C=CC=C2)C(F)(F)F.NC2=NN1C(C=C(C=C1)C=1C=C(C(=NC1)OCC)C(=O)NCCC1=C(C=CC=C1)OC1=CC=CC=C1)=N2 5-{2-amino-[1,2,4]triazolo[1,5-a]pyridin-7-yl}-2-ethoxy-N-[2-(2-phenoxyphenyl)ethyl]pyridine-3-carboxamide (S)-quinuclidin-3-yl-(6-(2-(trifluoromethyl)phenyl)chroman-4-yl)carbamate